C1(CC1)C1C(NC2=C(C=CC=C2N1N=O)S(=O)(=O)C)=O 3-cyclopropyl-8-(methylsulfonyl)-4-nitroso-3,4-dihydroquinoxalin-2(1H)-one